C(#N)C1=CC(=C(COC2=NC3=C4CCN(CC4=CC=C3C=C2)CC2=NC3=C(N2C[C@H]2OCC2)C=C(C=C3)C(=O)O)C=C1)F (S)-2-((2-((4-cyano-2-fluorobenzyl)oxy)-9,10-dihydro-1,8-phenanthrolin-8(7H)-yl)methyl)-1-((oxetan-2-yl)methyl)-1H-benzo[d]imidazole-6-carboxylic acid